(2s,3s,4r,5s,6s)-2-(acetoxymethyl)-6-(4-(2,7-dimethyl-4-oxoquinazolin-3(4H)-yl)phenoxy)tetrahydro-2H-pyran-3,4,5-triacetic acid C(C)(=O)OC[C@H]1O[C@H]([C@H]([C@@H]([C@@H]1CC(=O)O)CC(=O)O)CC(=O)O)OC1=CC=C(C=C1)N1C(=NC2=CC(=CC=C2C1=O)C)C